ethyl iodoacetate ICC(=O)OCC